trans-4-((5-(1-(2,2-Difluoroethyl)-1H-benzo[d][1,2,3]triazol-6-yl)-4-methoxypyrrolo[2,1-f][1,2,4]triazin-2-yl)amino)cyclohexan-1-ol FC(CN1N=NC2=C1C=C(C=C2)C=2C=CN1N=C(N=C(C12)OC)N[C@@H]1CC[C@H](CC1)O)F